6,8-dihydro-5H-[1,2,4]triazolo[1,5-a]pyrazine-2-carboxamide N=1C(=NN2C1CNCC2)C(=O)N